ClC1=C(C(=C(C=C1OC)OC)Cl)C1=CC2=C(N=C(N=C2)N[C@@H]2COCC[C@@H]2NC(C=C)=O)C(=N1)N1CC(OC(C1)C)C N-((3S,4S)-3-((6-(2,6-dichloro-3,5-di-methoxyphenyl)-8-(2,6-dimethyl-morpholino)pyrido[3,4-d]pyrimidin-2-yl)amino)tetrahydro-2H-pyran-4-yl)acrylamide